3-oxo-1,3-benzoxathiolan O=S1COC2=C1C=CC=C2